4-(3,4-difluoro-2-methoxyphenyl)but-3-yn-2-one FC=1C(=C(C=CC1F)C#CC(C)=O)OC